4-[5-(2-aminoethyl)pyrimidin-2-yl]-3-(5-cyclobutyl-2-methylpyrazol-3-yl)oxybenzonitrile NCCC=1C=NC(=NC1)C1=C(C=C(C#N)C=C1)OC=1N(N=C(C1)C1CCC1)C